tris(2,4-di-t-butylphenyl) bisphenyldiphosphite C1(=CC=CC=C1)P(OP(OC1=C(C=C(C=C1)C(C)(C)C)C(C)(C)C)(OC1=C(C=C(C=C1)C(C)(C)C)C(C)(C)C)C1=CC=CC=C1)(OC1=C(C=C(C=C1)C(C)(C)C)C(C)(C)C)[O-]